C(C#C)O prop-2-yne-1-ol